9,9-dimethyl-9h-thioxanthene CC1(C2=CC=CC=C2SC=2C=CC=CC12)C